(S)-2,3-dimethyl-7-(2-(1-methyl-1H-pyrazol-4-yl)morpholino)-9-(methylthio)-4H-pyrazino[1,2-a]pyrimidin-4-one CC=1N=C2N(C(C1C)=O)C=C(N=C2SC)N2C[C@@H](OCC2)C=2C=NN(C2)C